3-bromo-8-(4-(4-cyclopropylpiperazin-1-yl)piperidin-1-yl)-9-ethyl-6,6-dimethyl-5,6-dihydro-11H-benzo[b]carbazol-11-one BrC1=CC=C2C=3C(C4=C(C(C3NC2=C1)(C)C)C=C(C(=C4)CC)N4CCC(CC4)N4CCN(CC4)C4CC4)=O